4-methyl-2-(5-((2R,5S)-5-methylpiperidin-2-yl)benzo[d]thiazol-2-yl)morpholine CN1CC(OCC1)C=1SC2=C(N1)C=C(C=C2)[C@@H]2NC[C@H](CC2)C